(1S,2S)-2-Hydroxycyclobutyl (8-amino-7-fluoro-6-(8-methyl-2,3-dihydro-1H-pyrido[2,3-b][1,4]oxazin-7-yl)isoquinolin-3-yl)carbamate hydrochloride Cl.NC=1C(=C(C=C2C=C(N=CC12)NC(O[C@@H]1[C@H](CC1)O)=O)C1=C(C2=C(OCCN2)N=C1)C)F